FC=1C=CC(=C(C1)C1CCN(CC1)C(=O)C1=NNC=2CN(CCC21)C(C)=O)C(F)(F)F 1-(3-(4-(5-fluoro-2-(trifluoromethyl)phenyl)piperidine-1-carbonyl)-4,5-dihydro-1H-pyrazolo[3,4-c]pyridin-6(7H)-yl)ethanone